1,2-dimethyl-3-hydroxyethylimidazole bis(trifluoromethanesulfonyl)imide salt [N-](S(=O)(=O)C(F)(F)F)S(=O)(=O)C(F)(F)F.CN1C(N(C=C1)CCO)C